(2R,5S)-5-(aminomethyl)-2-[3-(4-chlorophenyl)phenyl]-1,1-dioxo-1,4-thiazepan-3-one NC[C@H]1NC([C@H](S(CC1)(=O)=O)C1=CC(=CC=C1)C1=CC=C(C=C1)Cl)=O